O[C@H]1[C@@H](O[C@@H]([C@H](C1=O)O)CO)OCCC1N(CCCC1)C(=O)OC(C)CC sec-butyl 2-(2-(((2R,3S,5R,6R)-3,5-dihydroxy-6-(hydroxymethyl)-4-oxotetrahydro-2H-pyran-2-yl)oxy)ethyl)piperidine-1-carboxylate